C(=O)[C@@H]1CC[C@H](CC1)NS(=O)(=O)CC N-(trans-4-formylcyclohexyl)ethanesulfonamide